N-methyl-t-butylamine CNC(C)(C)C